(3-((5-(4-methoxy-6-methylpyrimidin-5-yl)pyridin-2-yl)methyl)-1,2,3-oxadiazol-3-ium-5-yl)((3-(trifluoromethyl)phenyl)carbamoyl)amide COC1=NC=NC(=C1C=1C=CC(=NC1)C[N+]1=NOC(=C1)[N-]C(NC1=CC(=CC=C1)C(F)(F)F)=O)C